N1(C=NC=C1)C1CC(N(CC1)C1=NN(C(=C1I)C)C1CC2(CN(C2)C(=O)OC(C)(C)C)C1)(C)C Tert-butyl 6-(3-(4-(1H-imidazol-1-yl)-2,2-dimethylpiperidin-1-yl)-4-iodo-5-methyl-1H-pyrazol-1-yl)-2-azaspiro[3.3]heptane-2-carboxylate